1-(4-iodo-1-(3-(4-(prop-2-ynyl)piperazin-1-yl)bicyclo[1.1.1]pentan-1-yl)-1H-imidazol-2-yl)-2-methylpropan-1-ol IC=1N=C(N(C1)C12CC(C1)(C2)N2CCN(CC2)CC#C)C(C(C)C)O